C(CCCCCCCCCCCCCCC)(=O)OC[C@H](O)CO |r| 1-mono-palmitoyl-rac-glycerol